6-(3-aminoprop-1-yn-1-yl)-N-(4-fluoro-2-isopropoxyphenyl)pyrido[3,2-d]pyrimidin-4-amine NCC#CC=1C=CC=2N=CN=C(C2N1)NC1=C(C=C(C=C1)F)OC(C)C